ClC=1C(N(N=CC1C#CCO)COCC[Si](C)(C)C)=O 4-chloro-5-(3-hydroxyprop-1-ynyl)-2-(2-trimethylsilylethoxymethyl)pyridazin-3-one